1,1,1,2,2-pentafluoro-3-(2-(2-(2,2,3,3,3-pentafluoropropoxy)ethoxy)ethoxy)propane FC(C(COCCOCCOCC(C(F)(F)F)(F)F)(F)F)(F)F